tert-butyl (3S,4R)-4-{[2-(3-{[4-(ethanesulfonyl)-2-methoxyphenyl]amino} prop-1-yn-1-yl)-1-(2,2,2-trifluoroethyl)-1H-indol-4-yl]amino}-3-fluoropiperidine-1-carboxylate C(C)S(=O)(=O)C1=CC(=C(C=C1)NCC#CC=1N(C2=CC=CC(=C2C1)N[C@H]1[C@H](CN(CC1)C(=O)OC(C)(C)C)F)CC(F)(F)F)OC